ClC=C Chloroethylen